N-(4-[(1R)-1-(methylsulfonyl)ethyl]phenyl){[(4-chlorophenyl)methyl]amino}carboxamide CS(=O)(=O)[C@H](C)C1=CC=C(C=C1)NC(=O)NCC1=CC=C(C=C1)Cl